lithium diphenolate C1(=CC=CC=C1)[O-].C1(=CC=CC=C1)[O-].[Li+].[Li+]